Tri(pyrazolyl)phosphane N1N=C(C=C1)P(C1=NNC=C1)C1=NNC=C1